C(C(=C)C)(=O)N.N[C@H](CCSC)C(=O)O D-methionine-methacrylamide